O1CC(C1)N1CC2=CC(=CC=C2CC1)S(=O)(=O)NC(C(F)(F)F)C1=CC=C(C=C1)F 2-(oxetan-3-yl)-N-(2,2,2-trifluoro-1-(4-fluorophenyl)ethyl)-1,2,3,4-tetrahydroisoquinoline-7-sulfonamide